N-(2-methoxy-4-(1-methyl-1H-pyrazol-4-yl)phenyl)-8-(2-methylmorpholino)pyrido[3,4-d]pyrimidin-2-amine COC1=C(C=CC(=C1)C=1C=NN(C1)C)NC=1N=CC2=C(N1)C(=NC=C2)N2CC(OCC2)C